C1(CC1)C1=NC(=CC(=N1)NC(C1=NC(=CC=C1)C=1C=NN(C1)CC(F)(F)F)=O)N1C[C@@H](CC1)C(C)(C)O (R)-N-(2-cyclopropyl-6-(3-(2-hydroxypropan-2-yl)pyrrolidin-1-yl)pyrimidin-4-yl)-6-(1-(2,2,2-trifluoroethyl)-1H-pyrazol-4-yl)picolinamide